ClC1=C(C(=CC(=C1)C=1C=CC=2N(C3=CC=CC=C3C2C1)C1=CC=CC=C1)C1=CC=CC=C1)N chloro-5-(9-phenyl-9H-carbazol-3-yl)-[1,1'-biphenyl]-2-amine